ClC=1C=C(OC2=CC=C(C=C2)C2=NC=3N(C(NC(C3N2C)=O)=O)CC(C)O)C=CC1OC(F)(F)F 8-(4-(3-chloro-4-(trifluoromethoxy)phenoxy)phenyl)-3-(2-hydroxypropyl)-7-methyl-3,7-dihydro-1H-purine-2,6-dione